C(C)C1=C(CC=2C=C(C=CC2)[C@H](CC(=O)OCC)NC(=O)NC=2C(N(C=CC2O)C)=O)C=CC=C1 ethyl (S)-3-(3-(2-ethylbenzyl)phenyl)-3-(3-(4-hydroxy-1-methyl-2-oxo-1,2-dihydropyridin-3-yl) ureido)propanoate